N1=C2N(C(=C1)C1=CC(=CS1)C(C)NC1=NC(=NC3=CC(=C(C=C13)OC)OC)C)CCC2 N-{1-[5-(6,7-dihydro-5H-pyrrolo[1,2-a]imidazol-3-yl)thiophen-3-yl]ethyl}-6,7-dimethoxy-2-methylquinazolin-4-amine